C(C)(C)(C)OC(NC1=C2C(CCC2=CC(=C1F)Br)=O)=O (6-bromo-5-fluoro-3-oxo-2,3-dihydro-1H-inden-4-yl)carbamic acid tert-butyl ester